FC(C(C(F)(F)F)(O)C1=CC=C(C=C1)C1=C(C=C(C=C1)CN1CC2CCC(C1)N2S(=O)(=O)CCC)C)(F)F 1,1,1,3,3,3-hexafluoro-2-(2'-methyl-4'-((8-(propylsulfonyl)-3,8-diazabicyclo[3.2.1]octan-3-yl)methyl)-[1,1'-biphenyl]-4-yl)propan-2-ol